BrC=1C=C(C=C2C(=C(N=CC12)C(=O)OC)O)F Methyl 8-bromo-6-fluoro-4-hydroxyisoquinoline-3-carboxylate